(3R,4R)-4-Fluoro-1-(5-fluoro-1-((4-methyl-2-phenylthiazol-5-yl)methyl)-1H-benzo[d]imidazol-2-yl)piperidin-3-amin F[C@H]1[C@@H](CN(CC1)C1=NC2=C(N1CC1=C(N=C(S1)C1=CC=CC=C1)C)C=CC(=C2)F)N